(2S)-N-{[4-(aminomethyl)thiophen-2-yl]methyl}-4-(4,4-dimethyl-5-phenyl-4,5-dihydro-1,3-oxazol-2-yl)-1-(N2,N2,N6,N6-tetramethyl-D-lysyl)piperazine-2-carboxamide NCC=1C=C(SC1)CNC(=O)[C@H]1N(CCN(C1)C=1OC(C(N1)(C)C)C1=CC=CC=C1)C([C@H](N(C)C)CCCCN(C)C)=O